8-(4-(cyclopropanecarbonyl)piperazin-1-yl)-N-(3-methyloxetan-3-yl)-3-(5-(trifluoromethyl)-1,3,4-thiadiazol-2-yl)imidazo[1,5-a]pyridine-6-sulfonamide C1(CC1)C(=O)N1CCN(CC1)C=1C=2N(C=C(C1)S(=O)(=O)NC1(COC1)C)C(=NC2)C=2SC(=NN2)C(F)(F)F